C1(=CC=C(C=C1)C1=NC(=NC(=N1)Cl)C1=CC=CC=C1)C1=CC=CC=C1 ([1,1'-biphenyl]-4-yl)-4-chloro-6-phenyl-1,3,5-triazine